7-azido-5,7-dihydrospiro[cyclopenta[b]pyridine-6,4'-piperidine] N(=[N+]=[N-])C1C2=NC=CC=C2CC12CCNCC2